Fluorocytosine triphosphate OP(O)(=O)OP(=O)(O)OP(=O)(O)O.FNC1=NC(NC=C1)=O